C(C)(=O)[O-].C(CCCCCCCCC)[NH+]1C(CCC1)C 1-Decyl-2-Methylpyrrolidinium acetat